ClC1=C(N=C(NC1=O)C1=CC(=NC=C1)F)N1C(COCC1)(C)C 5-chloro-4-(3,3-dimethylmorpholin-4-yl)-2-(2-fluoro-4-pyridinyl)-1H-pyrimidin-6-one